NC1=NC=CC(=C1C)SC=1C=CC=2C(=NC=C(N2)N2CCC3([C@@H]([C@@H](OC3)C)N)CC2)N1 (3S,4S)-8-(6-((2-amino-3-methylpyridin-4-yl)thio)pyrido[2,3-b]pyrazin-2-yl)-3-methyl-2-oxa-8-azaspiro[4.5]decan-4-amine